9-Methyl-7,8,8a,13,13a,13b-hexahydro-5H-benzo[1,2]indolizino[8,7-b]indol-5-one CC1=C2C3C(NC2=CC=C1)C1C2=C(C(N1CC3)=O)C=CC=C2